The molecule is an isoquinoline alkaloid that is 1',2'-didehydroemetan bearing two hydroxy substituents at positions 6' and 9 as well as three methoxy substituents at positions 7', 10 and 11. It has a role as a plant metabolite. It is an isoquinoline alkaloid, a member of isoquinolines, a pyridoisoquinoline, a polyphenol and an aromatic ether. It derives from a hydride of an emetan. CC[C@H]1CN2CCC3=C(C(=C(C=C3[C@@H]2C[C@@H]1CC4=NCCC5=CC(=C(C=C54)OC)O)OC)OC)O